C(OCCCl)([O-])[O-] (chloroethyl) orthoformate